(1-(methylsulfonyl))indoline CS(=O)(=O)N1CCC2=CC=CC=C12